(5-(1,3-dioxolan-2-yl)-6-fluoroisoquinolin-8-yl)methanol O1C(OCC1)C1=C2C=CN=CC2=C(C=C1F)CO